zinc (II) 2-ethyl-1-hexanoate C(C)C(C(=O)[O-])CCCC.[Zn+2].C(C)C(C(=O)[O-])CCCC